((2-(((2S)-3,3-dimethyl-1-oxo-1-(1-((R)-2-phenylmorpholine-4-carbonyl)isoindolin-2-yl)butan-2-yl)carbamoyl)benzo[b]thiophen-5-yl)difluoromethyl)phosphonic acid CC([C@@H](C(N1C(C2=CC=CC=C2C1)C(=O)N1C[C@H](OCC1)C1=CC=CC=C1)=O)NC(=O)C1=CC2=C(S1)C=CC(=C2)C(F)(F)P(O)(O)=O)(C)C